C(C)(C)(C)OC(=O)N1[C@H]2CC(C[C@@H]1CC2)CO (1R,5S)-3-(hydroxymethyl)-8-azabicyclo[3.2.1]octane-8-carboxylic acid tert-butyl ester